N-(2-bromo-4-fluoro-6-nitrophenyl)-4-(2-chloro-4-fluorophenyl)-1,3-dimethyl-1H-pyrazol-5-amine BrC1=C(C(=CC(=C1)F)[N+](=O)[O-])NC1=C(C(=NN1C)C)C1=C(C=C(C=C1)F)Cl